C(C)C(C(=O)C1=CC=CC=C1)(C1=CC=CC=C1)CC 2,2-diethyl-2-phenylacetophenone